ClC=1C(=NC=CC1)N(C(=O)N(C(C)C)CC1=CC=C(C=C1)C#N)[C@H]1CNCCC1 (R)-1-(3-chloropyridin-2-yl)-3-(4-cyanobenzyl)-3-isopropyl-1-(piperidin-3-yl)urea